CC1=CC(=NO1)C1=CC=C(CNC2=NNC=C2)C=C1 N-(4-(5-methylisoxazol-3-yl)benzyl)-1H-pyrazol-3-amine